OC1(C(=CC(=CC1C(=O)O)O)C1=CC=CC=C1)C(=O)O 2,5-dihydroxybiphenyl-dicarboxylic acid